CC1C(C(=C(CC1)C(=O)O)C(=O)O)C(=O)O 4-methylcyclohexene-1,2,3-tricarboxylic acid